P(=O)(O)(O)OC1=CC=C(C[C@H](N)C(=O)O)C=C1 L-4-phospho-tyrosine